COC1=CC=C(C=C1)NC(C1=CC=C(C=C1)S(NC1=CC=CC=C1)(=O)=O)=O N-(4-methoxyphenyl)-4-(N-phenylsulfamoyl)benzamide